[N+](=O)([O-])C=1C=CC=C2C(N(CC12)C1C(NC(CC1)=O)=O)=O 3-(7-nitro-3-oxo-1H-isoindole-2-yl)piperidine-2,6-dione